N-(1-((2-chlorobenzyl)oxy)-2-methylpropan-2-yl)thieno[3,2-b]pyridine-6-carboxamide ClC1=C(COCC(C)(C)NC(=O)C=2C=C3C(=NC2)C=CS3)C=CC=C1